BrC=1C=C(C(=C(C=O)C1)O)F 5-bromo-3-fluoro-2-hydroxy-benzaldehyde